(±)-trans-4-phenyl-3-{methyl-[3-(pyrid-3-yl)phenyl]Carbamoyl}pyrrolidine C1(=CC=CC=C1)[C@H]1[C@@H](CNC1)C(N(C1=CC(=CC=C1)C=1C=NC=CC1)C)=O |r|